C1(CC1)NS(=O)(=O)NC=1C=CC=NC1 5-((N-cyclopropylsulfamoyl)amino)pyridine